C1(=C(C(=CC(=C1)C)C)N1C=NC(=C1C)C)C 1-mesityl-4,5-dimethyl-imidazole